ClC1=NSC2=C1C=CC=C2 3-chloro-1,2-benzisothiazole